[Te].CC(C)(O)C.[I].[I] di-iodine bis-methyl-ethanol tellurium